NC=1C2=C(N=CN1)N(C=C2)[C@H]2[C@@H]([C@@H]([C@H](C2)CCC=2C=CC=1C=3N(C(=NC1C2)N)C=CN3)O)O (1R,2S,3R,5S)-3-(4-amino-7H-pyrrolo[2,3-d]pyrimidin-7-yl)-5-(2-(5-aminoimidazo-[1,2-c]quinazolin-8-yl)ethyl)cyclopentane-1,2-diol